COC(=O)C=1N=C(C2=CC=CC=C2C1O)OC(C)C hydroxy-1-isopropoxylisoquinoline-3-carboxylic acid methyl ester